[(2R)-1-(6-chloropyridazin-3-yl)azetidin-2-yl]methanol ClC1=CC=C(N=N1)N1[C@H](CC1)CO